C1(CCC1)C1=CC(=C(C=C1C)N1C(C=CC2=CC(=CC=C12)S(=O)(=O)NC1=NOC=C1)=O)OC (P)-1-(4-CYCLOBUTYL-2-METHOXY-5-METHYLPHENYL)-N-(ISOXAZOL-3-YL)-2-OXO-1,2-DIHYDROQUINOLINE-6-SULFONAMIDE